O(C1=CC=CC=C1)[NH-] N-phenoxyamide